di-iso-propylethylamine C(C)(C)N(CC)C(C)C